methacryloylpropan C(C(=C)C)(=O)CCC